(R)-2-(1-amino-7-(7-fluoroimidazo[1,2-a]pyridin-3-yl)isoquinolin-4-yl)-N,N-Dimethyl-4,5,6,7-tetrahydrobenzo[d]thiazol-4-amine NC1=NC=C(C2=CC=C(C=C12)C1=CN=C2N1C=CC(=C2)F)C=2SC1=C(N2)[C@@H](CCC1)N(C)C